O=C1NC(CCC1NC1=CC(=C(C(=C1)OC)C1CCN(CC1)CC(=O)OC(C)(C)C)F)=O tert-butyl 2-[4-[4-[(2,6-dioxo-3-piperidyl)amino]-2-fluoro-6-methoxy-phenyl]-1-piperidyl]acetate